Ethyl 6-chloro-[1,3]dioxolo[4,5-h]quinolin-7-carboxylate ClC1=C(C=NC=2C3=C(C=CC12)OCO3)C(=O)OCC